OC(CCC(=O)O)CCC=O 4-hydroxy-7-oxo-heptanoic acid